3-((3-Amino-5-(4-(aminomethyl)-4-methylpiperidin-1-yl)pyrazin-2-yl)thio)-2-chloro-N-(phenylsulfonyl)benzamide NC=1C(=NC=C(N1)N1CCC(CC1)(C)CN)SC=1C(=C(C(=O)NS(=O)(=O)C2=CC=CC=C2)C=CC1)Cl